CC1(OC1C)C 2,2,3-trimethyloxirane